1-Cyclopropyl-5-((dimethylamino)methyl)-N-((1,2,3,5,6,7-hexahydro-s-indacen-4-yl)carbamoyl)-1H-pyrazole-3-sulfonamide, Sodium Salt [Na].C1(CC1)N1N=C(C=C1CN(C)C)S(=O)(=O)NC(NC1=C2CCCC2=CC=2CCCC12)=O